Pyrazine-D4 [2H]C1=C(N=C(C(=N1)[2H])[2H])[2H]